ClC=1C(=C(C(=O)NC=2C=NC=CC2)C(=CC1C(F)(F)F)OC1=C2CCCC2=C(C=C1)F)C 3-chloro-6-((7-fluoro-2,3-dihydro-1H-inden-4-yl)oxy)-2-methyl-N-(pyridin-3-yl)-4-(trifluoromethyl)benzamide